3-(4-Bromophenyl)-5-methyl-pyrazol-4-ol BrC1=CC=C(C=C1)C1=NNC(=C1O)C